ClC=1C=CC(=C(C1)N1CC(N(CC1=O)C(C(=O)NC=1C=C2C=CN=C(C2=CC1)OC)CC1=CC=CC=C1)=O)N1N=NN=C1 2-(4-(5-chloro-2-(1H-tetrazol-1-yl)phenyl)-2,5-dioxopiperazin-1-yl)-N-(1-methoxyisoquinolin-6-yl)-3-phenylpropanamide